2,4-dichloro-5-((4-(2-fluoroethyl)piperazin-1-yl)methyl)pyrimidine ClC1=NC=C(C(=N1)Cl)CN1CCN(CC1)CCF